5,5,8a-trimethyldecahydronaphthalen-2-ol CC1(C2CCC(CC2(CCC1)C)O)C